C(#C)C=1C=C2C=CC(=CC2=CC1)OCCCCCCO 6-[(6-ethynyl-2-naphthyl)oxy]hexane-1-ol